1-[6-[3-(5-chloro-2,4-difluoro-phenyl)-1H-pyrazol-4-yl]-1,5-naphthyridin-3-yl]-N,N,3-trimethyl-azetidin-3-amine ClC=1C(=CC(=C(C1)C1=NNC=C1C=1N=C2C=C(C=NC2=CC1)N1CC(C1)(N(C)C)C)F)F